[BH4-].[NH4+] Ammonium Borohydride